4-Chloro-5-[4-(2-chloro-4-fluorophenoxy)-8-methyl-5h,6h,7h,8h-pyrido[3,4-d]pyrimidin-7-yl]-2,3-dihydropyridazin-3-one ClC=1C(NN=CC1N1C(C=2N=CN=C(C2CC1)OC1=C(C=C(C=C1)F)Cl)C)=O